5-(9-butyl-1-methyl-9H-pyrido[3,4-b]indol-3-yl)oxazole C(CCC)N1C2=C(C3=CC=CC=C13)C=C(N=C2C)C2=CN=CO2